BrC1=CC(=NC=C1)NC(=O)CN1CCN(CCC1)C(=O)OC(C)(C)C tert-butyl 4-{[(4-bromopyridin-2-yl) carbamoyl] methyl}-1,4-diazacycloheptane-1-carboxylate